Indole-3-ACRYLIC ACID N1C=C(C2=CC=CC=C12)C=CC(=O)O